myristoyl-beta-alanine sodium lauroyl-methyl-beta-alaninate C(CCCCCCCCCCC)(=O)N(CCC(=O)[O-])C.[Na+].C(CCCCCCCCCCCCC)(=O)NCCC(=O)O